C(CCCCC(C)C)/C(/C(=O)[O-])=C/C(=O)[O-].C(CCCCC(C)C)/C(/C(=O)[O-])=C/C(=O)[O-].C[Sn+4]C dimethyltin bis(isooctylmaleate)